4-[(4-methylphenyl)sulfonyl]-1-piperidinecarboxylic acid tert-butyl ester C(C)(C)(C)OC(=O)N1CCC(CC1)S(=O)(=O)C1=CC=C(C=C1)C